3-(3-(2,6-dimethylphenyl)-7-fluoro-2-methyl-4-oxo-3,4-dihydroquinazolin-6-yl)-N-hydroxypropanamide CC1=C(C(=CC=C1)C)N1C(=NC2=CC(=C(C=C2C1=O)CCC(=O)NO)F)C